ClC=1C(N(C(=CC1OCC1=NC=C(C=C1F)F)C)C1=CC(=NC=C1C)C1=CC=C2C(=N1)[C@@](CC2)(O)CC)=O (R)-3-chloro-4-((3,5-difluoropyridin-2-yl)methoxy)-2'-((R)-7-ethyl-7-hydroxy-6,7-dihydro-5H-cyclopenta[b]pyridin-2-yl)-5',6-dimethyl-2H-[1,4'-bipyridin]-2-one